8-(5-(2-(dimethylamino)ethoxy)pyridin-2-yl)-N2-(4-morpholinylphenyl)quinazoline-2,4-diamine CN(CCOC=1C=CC(=NC1)C=1C=CC=C2C(=NC(=NC12)NC1=CC=C(C=C1)N1CCOCC1)N)C